1-(2-azidoethyl)pyrrolidine N(=[N+]=[N-])CCN1CCCC1